N-((3R,5S)-5-((1H-1,2,4-Triazol-1-yl)methyl)pyrrolidin-3-yl)-5-(3-cyanophenyl)oxazole-2-carboxamide TFA salt OC(=O)C(F)(F)F.N1(N=CN=C1)C[C@@H]1C[C@H](CN1)NC(=O)C=1OC(=CN1)C1=CC(=CC=C1)C#N